C(C)(=O)N1CCP(CC1)(=O)C1=CC2=C(N=C(N=C2N[C@@](C([2H])([2H])[2H])(C2=C(C(=CC=C2)C(F)(F)F)C)[2H])C)C=N1 1-acetyl-4-(2-methyl-4-{[(1S)-1-[2-methyl-3-(trifluoromethyl)phenyl](2H4)ethyl]amino}pyrido[3,4-d]pyrimidin-6-yl)-1,4lambda5-azaphosphinan-4-one